cyclopropyl-carbonyl-methyl-benzothiazole C1(CC1)C(=O)C1=CC=CC2=C1N=C(S2)C